1-((3-fluorobicyclo[1.1.1]pentan-1-yl)methyl)piperidin FC12CC(C1)(C2)CN2CCCCC2